C(C=C)(=O)NCC1=C(C(=O)O)C=CC=C1 [(prop-2-enamido)methyl]benzoic acid